C(C1=CC=CC=C1)OC(=O)N1CC(CCC1)O 3-hydroxypiperidine-1-carboxylic acid benzyl ester